COC=1C=C(C=C(C1)OC)C1=CC=NN1 5-(3,5-dimethoxyphenyl)-1H-pyrazol